ClC=1C(=C(C=CC1)CC=1C(=NC2=C(C(=CC=C2C1)F)F)C)C=1N(N=CC1)CC 3-[[3-chloro-2-(2-ethylpyrazol-3-yl)phenyl]methyl]-7,8-difluoro-2-methyl-quinoline